C(CCCCCCC)OC=1C=C(C=C(C1)OCCCCCCCC)C=1C2=CC=C(N2)C(=C2C=CC(C(=C3C=CC(=C(C=4C=CC1N4)P)N3)C3=CC(=CC(=C3)OCCCCCCCC)OCCCCCCCC)=N2)P 5,15-bis(3,5-dioctyloxyphenyl)-10,20-diphosphinoporphyrin